(9-(cyclopropylsulfonyl)-6-fluoro-2,3,4,9-tetrahydro-1H-pyrido[3,4-b]indol-4-yl)butan-2-ol C1(CC1)S(=O)(=O)N1C2=C(C3=CC(=CC=C13)F)C(CNC2)CC(CC)O